Potassium dihydrogenphosphate-Biotin OC(=O)CCCC[C@@H]1SC[C@@H]2NC(=O)N[C@H]12.P(=O)(O)(O)[O-].[K+]